4-(2,2,2-trifluoro-N-(2-(4-fluorobenzamido)-3-phenylpropyl)acetamido)benzene-1-sulfonyl chloride FC(C(=O)N(CC(CC1=CC=CC=C1)NC(C1=CC=C(C=C1)F)=O)C1=CC=C(C=C1)S(=O)(=O)Cl)(F)F